NC=1C=CC(=C(C(=O)OC)C1)C=1C=NN(C1)CC(C)(C)C Methyl 5-amino-2-[1-(2,2-dimethylpropyl)-1H-pyrazol-4-yl]benzoate